N-((R)-1,4-dioxo-1-(((R)-4-phenyl-1-(4,4,5,5-tetramethyl-1,3,2-dioxaborolan-2-yl)butyl)amino)-4-(piperidin-1-yl)butan-2-yl)pyrazine-2-carboxamide O=C([C@@H](CC(N1CCCCC1)=O)NC(=O)C1=NC=CN=C1)N[C@@H](CCCC1=CC=CC=C1)B1OC(C(O1)(C)C)(C)C